(R)-3-chloro-N-(2,2,2-trifluoro-1-(4-fluorophenyl)ethyl)imidazo[1,2-a]pyridine-7-sulfonamide ClC1=CN=C2N1C=CC(=C2)S(=O)(=O)N[C@@H](C(F)(F)F)C2=CC=C(C=C2)F